(S)-TERT-BUTYL 6'-CHLORO-5-(((1R,2S)-2-(HYDROXYMETHYL)-2-METHYLCYCLOBUTYL)METHYL)-3',4,4',5-TETRAHYDRO-2H,2'H-SPIRO[BENZO[B][1,4]OXAZEPINE-3,1'-NAPHTHALENE]-7-CARBOXYLATE ClC=1C=C2CCC[C@]3(C2=CC1)CN(C1=C(OC3)C=CC(=C1)C(=O)OC(C)(C)C)C[C@H]1[C@@](CC1)(C)CO